(R)-N-((R or S)-1-(2-(ethylthio)-3,6-dimethyl-4-oxo-3,4-dihydroquinazolin-8-yl)ethyl)-2-methylpropane-2-sulfinamide C(C)SC1=NC2=C(C=C(C=C2C(N1C)=O)C)[C@@H](C)N[S@](=O)C(C)(C)C |o1:16|